CN(C(C)(C)C1(CN(CCC1)C1CNC(CC1)[N+](=O)[O-])O)C 3-(2-(dimethylamino)propan-2-yl)-1-(6-nitropiperidin-3-yl)piperidin-3-ol